diisooctyl azelate (Diisooctyl azelate) C(CCCCC(C)C)C(CCCC(=O)O)(CCCC(=O)O)CCCCCC(C)C.C(CCCCCCCC(=O)OCCCCCC(C)C)(=O)OCCCCCC(C)C